methyl (3S)-3-(1,4-dimethyl-1H-benzotriazol-5-yl)-3-[7-(hydroxymethyl)-1-benzothiophen-5-yl]-2,2-dimethylpropanoate CN1N=NC2=C1C=CC(=C2C)[C@@H](C(C(=O)OC)(C)C)C=2C=C(C1=C(C=CS1)C2)CO